C(#N)C=1C=C(C=CC1)[C@H](C)NSC(C)(C)C (R)-N-[(1S)-1-(3-cyanophenyl)ethyl]-2-methyl-2-propanesulfenamide